ClC=1C(=NC=CC1)N1N=C(C=C1C(=O)NC=1C(=CC=2N(C1C(=O)NC1COC1)N=CC2)C)C(F)(F)F 6-(1-(3-chloropyridin-2-yl)-3-(trifluoromethyl)-1H-pyrazole-5-carboxamido)-5-methyl-N-(oxetan-3-yl)pyrazolo[1,5-a]pyridine-7-carboxamide